C(#N)[Cu](C#N)(C#N)(C#N)(C#N)(C#N)(C#N)C#N octacyanocopper